C1=CN=C2N1C1=C(CCC2NC(=O)C2=NC=CC(=N2)C2=CC=CC=C2)C=CC=C1 N-(5,6-dihydro-4H-benzo[f]imidazo[1,2-a]azepin-4-yl)-4-phenylpyrimidine-2-carboxamide